Tert-butyl (S)-5-amino-4-(4-((4-((1-(4-cyano-2-fluorophenyl)piperidin-4-yl)thio)-2,5-difluorobenzyl)oxy)-1-oxoisoindolin-2-yl)-5-oxopentanoate NC([C@H](CCC(=O)OC(C)(C)C)N1C(C2=CC=CC(=C2C1)OCC1=C(C=C(C(=C1)F)SC1CCN(CC1)C1=C(C=C(C=C1)C#N)F)F)=O)=O